ClC1=CC=C(C=C1)C1=N[C@H](C=2N(C3=C1C(=C(S3)C)C)C(=NN2)C)CC(=O)N[C@@H](CCCCN)C(=O)O (2-((S)-4-(4-chlorophenyl)-2,3,9-trimethyl-6H-thieno[3,2-f][1,2,4]triazolo[4,3-a][1,4]diazepin-6-yl)acetyl)-L-lysine